5-fluoro-3-(3-hydroxyphenyl)-2-methylquinazolin-4(3H)-one FC1=C2C(N(C(=NC2=CC=C1)C)C1=CC(=CC=C1)O)=O